FCCNC(=O)C1=CC2=C(N(C(=N2)NC=2SC3=C(N2)C=CC(=C3)OC(F)(F)F)C)C=C1 1-Methyl-2-(6-trifluoromethoxy-benzothiazol-2-ylamino)-1H-benzoimidazole-5-carboxylic acid (2-fluoro-ethyl)-amide